2,5-dioxopyrrolidine O=C1NC(CC1)=O